Dimethyl-octadecyl-[3-[tris(2-hydroxypropoxy)silyl]propyl]ammonium chloride [Cl-].C[N+](CCC[Si](OCC(C)O)(OCC(C)O)OCC(C)O)(CCCCCCCCCCCCCCCCCC)C